N1CC(C1)CN1CCC2(CCN(CC2)C(=O)C=2C=CC(=C(C2)N2C(NC(CC2)=O)=O)OC)CC1 1-(5-(9-(azetidin-3-ylmethyl)-3,9-diazaspiro[5.5]undecane-3-carbonyl)-2-methoxyphenyl)dihydropyrimidine-2,4(1H,3H)-dione